2,2,6,6-tetramethylpiperidin-4-amin CC1(NC(CC(C1)N)(C)C)C